C1(CC1)C1=NNC(=C1)CN1CC2(CN(C2)C(=O)N2CC3(C2)CC(C3)C3=NC(=NN3)C3CC3)C1 [6-[(3-cyclopropyl-1H-pyrazol-5-yl)methyl]-2,6-diazaspiro[3.3]heptan-2-yl]-[6-(3-cyclopropyl-1H-1,2,4-triazol-5-yl)-2-azaspiro[3.3]heptan-2-yl]methanone